C(#N)C=1C(=C(C(=O)NC2=CC=C3C=NN(C3=C2)C2=NC=NC(=C2)N2CC(CC2)C(C)(C)O)C=CC1)C(C)C 3-Cyano-N-(1-(6-(3-(2-hydroxypropan-2-yl)pyrrolidin-1-yl)pyrimidin-4-yl)-1H-indazol-6-yl)-2-isopropylbenzamide